12-methyl-14-carbonyl-bicyclo[9.3.1]pentadecanone CC1C2CCCCCCCCC(C(C(C1)=C=O)C2)=O